ClC1=CC=C(C=C1)C=1N=C(NC1C)CC1=CSC=C1 4-(4-Chlorophenyl)-5-methyl-2-(3-thienylmethyl)imidazole